lactose, hydrate O.OC1[C@H](O)[C@@H](O)[C@H](O[C@H]2[C@H](O)[C@@H](O)[C@@H](O)[C@H](O2)CO)[C@H](O1)CO